ClC=1C=CC(=NC1C(F)(F)F)C(NC(=O)N1CC(NCC1)=O)[C@@H]1CC[C@@H](CC1)C(F)(F)F N-((5-chloro-6-(trifluoromethyl)pyridin-2-yl)(cis-4-(trifluoromethyl)cyclohexyl)methyl)-3-oxo-piperazine-1-carboxamide